C(C)(=O)OCCO[C@@H]1CNCC1 {[(3S)-tetrahydro-1H-Pyrrol-3-yl]oxy}ethyl acetate